[6-[3-(1-hydroxycyclopropyl)-1H-1,2,4-triazol-5-yl]-2-azaspiro[3.3]heptan-2-yl]-[3-[4-[1-methyl-3-(trifluoromethyl)pyrazol-4-yl]phenyl]azetidin-1-yl]methanone OC1(CC1)C1=NNC(=N1)C1CC2(CN(C2)C(=O)N2CC(C2)C2=CC=C(C=C2)C=2C(=NN(C2)C)C(F)(F)F)C1